triglycerin isostearate C(CCCCCCCCCCCCCCC(C)C)(=O)O.OCC(O)CO.OCC(O)CO.OCC(O)CO